C(#N)C(CC=1C(NC2=CC=C(C=C2C1)OC)=O)NC(=O)[C@@H]1[C@H]2C([C@H]2CN1C([C@H](C(C)(C)C)NC(C(F)(F)F)=O)=O)(C)C (1R,2S,5S)-N-(1-Cyano-2-(6-methoxy-2-oxo-1,2-dihydroquinolin-3-yl)ethyl)-3-((S)-3,3-dimethyl-2-(2,2,2-trifluoroacetamido)butanoyl)-6,6-dimethyl-3-azabicyclo[3.1.0]hexane-2-carboxamide